BrC=1C=C(C=CC1)C1(CC(C1)C)C1=NN=CN1C 3-(1-(3-bromophenyl)-3-methylcyclobutyl)-4-methyl-4H-1,2,4-triazole